3-(4-chloro-3-{[(2S,3R)-2-(4-chlorophenyl)-4,4,4-trifluoro-3-methylbutanoyl]amino}phenyl)-3-cyclopropylpropanoate ClC1=C(C=C(C=C1)C(CC(=O)[O-])C1CC1)NC([C@@H]([C@H](C(F)(F)F)C)C1=CC=C(C=C1)Cl)=O